[Si](C1=CC=CC=C1)(C1=CC=CC=C1)(C(C)(C)C)OC[C@@H]1[C@H](C[C@@H](O1)N1C(NC(C(=C1)C)=O)=O)OP1(SCCS1)=S 1-((2R,4S,5R)-5-(((tert-butyldiphenylsilyl)oxy)methyl)-4-((2-sulfido-1,3,2-dithiaphospholan-2-yl)oxy)tetrahydrofuran-2-yl)-5-methylpyrimidine-2,4(1H,3H)-dione